4-oxo-N-[(2-{[({spiro[2.3]hexan-5-yl}methyl)amino]methyl}-1H-indol-6-yl)methyl]-4H-pyrido[1,2-a]pyrimidine-2-carboxamide O=C1C=C(N=C2N1C=CC=C2)C(=O)NCC2=CC=C1C=C(NC1=C2)CNCC2CC1(CC1)C2